COCCC(=O)N(C)C1=CC(=C(C=C1)NC=1N=CC2=C(N1)N(C(C=C2C#C[Si](C)(C)C)=O)C2=CC=CC=C2)OC 3-Methoxy-N-(3-methoxy-4-((7-oxo-8-phenyl-5-((trimethylsilyl)ethynyl)-7,8-dihydropyrido[2,3-d]pyrimidin-2-yl)amino)phenyl)-N-methylpropanamide